C1=NC(=C2C(=N1)N(C=N2)CC(CF)OCP(=O)(O)O)N 9-(3-fluoro-2-phosphonylmethoxypropyl)adenine